C(C)(C)(C)OC(=O)N1CCN(CC1)C(NC(C1=CC=C(C=C1)C)=O)=O 4-((4-methylbenzoyl)carbamoyl)piperazine-1-carboxylic acid tert-butyl ester